C(CCCCCCCC=CCCCCCCCCCCCCCCC)(=O)[O-] pentacos-9-enoate